C(CCCCC)C(C(=O)N)(C1=C(NC2=CC=CC=C12)C1=CC=C(C=C1)F)CCCCCC dihexyl-2-(4-fluorophenyl)indole-3-acetamide